C(#N)/C=C/[C@H]1C([C@@H]1C(=O)OCC1=C(C(=CC(=C1F)F)F)F)(C)C 2,3,5,6-tetrafluorobenzyl (1R,3R)-3-((E)-2-cyanovinyl)-2,2-dimethylcyclopropanecarboxylate